BrC=1C=C(C=CC1C1CCCCC1)NS(=O)(=O)C=1C=C2NC(C(NC2=CC1C)=O)=O N-(3-bromo-4-cyclohexylphenyl)-7-methyl-2,3-dioxo-1,2,3,4-tetrahydroquinoxaline-6-sulfonamide